methyl 3-amino-4-(5-chloro-2-nitrophenyl)but-2-enoate NC(=CC(=O)OC)CC1=C(C=CC(=C1)Cl)[N+](=O)[O-]